FC=1C=C(C=C(C1)F)C1=NCC2=NN=C(N2C=2SC=3CC(CC3C12)C(=O)OC)C methyl 9-(3,5-difluorophenyl)-3-methyl-16-thia-2,4,5,8-tetraazatetracyclo[8.6.0.02,6.011,15]hexadeca-1(10),3,5,8,11(15)-pentaene-13-carboxylate